1-(2-chloro-5-fluorophenyl)-N-(5-cyano-6-(2H-1,2,3-triazol-2-yl)pyridin-3-yl)-5-(trifluoromethyl)-1H-pyrazole-4-carboxamide ClC1=C(C=C(C=C1)F)N1N=CC(=C1C(F)(F)F)C(=O)NC=1C=NC(=C(C1)C#N)N1N=CC=N1